cyclopropyl-4-fluoro-6-(1'-isopropyl-[1,4'-bipiperidin]-4-yl)-2-(4-(methylsulfonyl)phenyl)-1H-benzo[d]imidazole C1(CC1)N1C(=NC2=C1C=C(C=C2F)C2CCN(CC2)C2CCN(CC2)C(C)C)C2=CC=C(C=C2)S(=O)(=O)C